6-Fluoro-4-(4-fluorophenyl)-N-((1-isobutylpyrrolidin-2-yl)methyl)-3,4-dihydroquinoxaline-1(2H)-carboxamide FC=1C=C2N(CCN(C2=CC1)C(=O)NCC1N(CCC1)CC(C)C)C1=CC=C(C=C1)F